ClC=1C(=C2C=NNC2=C(C1F)C1CC1)C=1N=CC=2N(C1)C=C(N2)NC(=O)[C@H]2[C@H](C2)F (1S,2S)-N-(6-(5-chloro-7-cyclopropyl-6-fluoro-1H-indazol-4-yl)imidazo[1,2-a]pyrazin-2-yl)-2-fluorocyclopropane-1-carboxamide